(S)-7-(2,4-difluoro-6-(2-methoxyethoxy)phenyl)-6-((6R,7R)-6,7-dimethyl-4,5,6,7-tetrahydropyrazolo[1,5-a]pyrazin-2-yl)thieno[3,2-c]pyridin-4-yl trifluoromethanesulfonate FC(S(=O)(=O)OC1=NC(=C(C2=C1C=CS2)C2=C(C=C(C=C2OCCOC)F)F)C2=NN1C(CN[C@@H]([C@H]1C)C)=C2)(F)F